CN1C=C(C=C(C1=O)NC1=NC=C(C=C1)N1CCN(CC1)C1COC1)C1=C(C=O)C(=CC=N1)N1C(C=2N(C=3CCCCC3C2)CC1)=O 2-(1-Methyl-5-(5-(4-(oxetan-3-yl)piperazin-1-yl)pyridin-2-ylamino)-6-oxo-1,6-dihydropyridin-3-yl)-4-(1-oxo-3,4,6,7,8,9-hexahydropyrazino[1,2-a]indol-2(1H)-yl)nicotinaldehyde